(E)-N-hydroxy-3-(3-(N-phenylsulfamoyl)phenyl)acrylamide ONC(\C=C\C1=CC(=CC=C1)S(NC1=CC=CC=C1)(=O)=O)=O